C(C)(C)(C)OC(N(C1CC2(C(NC=3C2=NC=CC3)=O)C1)C)=O (methyl)((1s,3s)-2'-oxo-1',2'-dihydro-spiro(cyclobutane-1,3'-pyrrolo[3,2-b]pyridin)-3-yl)carbamic acid tert-butyl ester